4,5-dichloro-N-(4-methoxybenzyl)quinolin-2-amine ClC1=CC(=NC2=CC=CC(=C12)Cl)NCC1=CC=C(C=C1)OC